S1C2=C(C(=C1)/C=C/[C@@H]([C@@H](C(=O)OCC)O)O)C=CC=C2 ethyl (2S,3S,E)-5-(benzo[b]thiophen-3-yl)-2,3-dihydroxypent-4-enoate